2-METHOXY-5-(TRIFLUOROMETHYL)-PHENYLISOCYANIDE COC1=C(C=C(C=C1)C(F)(F)F)[N+]#[C-]